platinum (II) tetrachloride [Pt-2](Cl)(Cl)(Cl)Cl